Dioxaborole [B]1C=COO1